N1=NC=C(C=C1)C#N Pyridazine-4-carbonitrile